C(C1=CC=CC=C1)OC1=NC(=CC=C1C1=NN(C2=CC(=CC=C12)NC1=C(C=C(C=C1)CC(=O)O)F)C)OCC1=CC=CC=C1 2-(4-((3-(2,6-bis(benzyloxy)pyridin-3-yl)-1-methyl-1H-indazol-6-yl)amino)-3-fluorophenyl)acetic acid